cyclooctyl (R)-4-((3S,8S,9S,10R,13R,14S,17R)-3-(ethoxymethoxy)-10,13-dimethyl-2,3,4,7,8,9,10,11,12,13,14,15,16,17-tetradecahydro-1H-cyclopenta[a]phenanthren-17-yl)pentanoate C(C)OCO[C@H]1CC[C@@]2([C@H]3CC[C@@]4([C@H](CC[C@H]4[C@@H]3CC=C2C1)[C@@H](CCC(=O)OC1CCCCCCC1)C)C)C